N-[(3,4-difluorophenyl)methyl]-5-formyl-thiophene-2-carboxamide FC=1C=C(C=CC1F)CNC(=O)C=1SC(=CC1)C=O